NC1=NC=2C=NC(=CC2C2=C1C=NN2C)C(=O)N2[C@@H]1[C@H](OCC2)CC=2C=C(C=C(C21)F)C(F)(F)F (4-amino-1-methyl-1H-pyrazolo[4,3-c][1,7]naphthyridin-8-yl)((4aS,9aR)-5-fluoro-7-(trifluoromethyl)-2,3,9,9a-tetrahydroindeno[2,1-b][1,4]oxazin-4(4aH)-yl)methanone